C1(CCC1)OC1=C(C=C(CNCCCCOCCNC2=NC3=C(C4=CN=CC=C24)C=CC(=C3)C(=O)N)C=C1)CO 5-((2-(4-((4-cyclobutoxy-3-(hydroxymethyl)benzyl)amino)butoxy)ethyl)amino)benzo[c][2,6]naphthyridine-8-carboxamide